FC=1C=C(C=C(C1)F)CNCC[C@]1(CCOC2(CCCC2)C1)C1=CC(=CC=C1)F [(3,5-difluorophenyl)methyl]({2-[(9R)-9-(3-fluorophenyl)-6-oxaspiro[4.5]decan-9-yl]ethyl})amine